3-(3-hydroxyphenyl)-4-methyl-2-[4-((Z)-3-piperidin-1-ylpropenyl)phenyl]-2H-chromen-6-ol OC=1C=C(C=CC1)C=1C(OC2=CC=C(C=C2C1C)O)C1=CC=C(C=C1)\C=C/CN1CCCCC1